azidoacetyl-cyclohexylamine N(=[N+]=[N-])CC(=O)NC1CCCCC1